3-(5-(7H-pyrrolo[2,3-d]pyrimidin-4-yl)pyridin-2-yl)-6-((5-methoxypyridin-3-yl)methyl)-3,6-diazabicyclo[3.1.1]heptane N1=CN=C(C2=C1NC=C2)C=2C=CC(=NC2)N2CC1N(C(C2)C1)CC=1C=NC=C(C1)OC